FC=1C=C(C=C(C1[Si](C)(C)C)F)NC([C@@H](C1=CC=C(C=C1)COC)NC(CCCC(=O)O)=O)=O 5-(((1R)-2-((3,5-difluoro-4-(trimethylsilyl)phenyl)amino)-1-(4-(methoxymethyl)phenyl)-2-oxoethyl)amino)-5-oxopentanoic acid